FC=1C=C2C(=CNC2=CC1F)NC(C(=O)NC(C)C1=CC=C(C=C1)C(F)(F)F)=O N1-(5,6-difluoro-1H-indol-3-yl)-N2-(1-(4-(trifluoromethyl)phenyl)ethyl)oxalamide